C(C=C)(=O)OCCCCCCCCCCCCCCCCC margaryl acrylate